4-ethoxy-3-(N-(2-(piperidin-1-yl)-5-(trifluoromethyl)phenyl)sulfamoyl)benzoic acid C(C)OC1=C(C=C(C(=O)O)C=C1)S(NC1=C(C=CC(=C1)C(F)(F)F)N1CCCCC1)(=O)=O